ClC1=NC=C(C=C1[C@@H](C)OC(=O)NC1=C(C=NN1C)C1=NC=C(C(=O)O)C=C1)F (R)-6-(5-(((1-(2-chloro-5-fluoropyridin-3-yl)ethoxy)carbonyl)amino)-1-methyl-1H-pyrazol-4-yl)nicotinic acid